(1S,2S)-2-(benzyloxy)-1-(3-methoxyphenyl)propan-1-amine hydrochloride Cl.C(C1=CC=CC=C1)O[C@H]([C@@H](N)C1=CC(=CC=C1)OC)C